NC=1C(=NC(=NC1C1=C2C=NNC2=C(C=C1C)F)C=1C(=NN(C1)C)NC1CCOCC1)C(=O)N 5-amino-6-(7-fluoro-5-methyl-1H-indazol-4-yl)-2-(1-methyl-3-((tetrahydro-2H-pyran-4-yl)amino)-1H-pyrazol-4-yl)pyrimidine-4-carboxamide